ClC=1C=C2N=C(N=C3C2=C(OC[C@H]2[C@H]4CC[C@@H](CN32)N4C(=O)OC(C)(C)C)N1)Cl |o1:12,13,16| Tert-butyl (+)-rel-(5aR,6R,9S)-2,12-dichloro-5a,6,7,8,9,10-hexahydro-5H-4-oxa-3,10a,11,13,14-pentaaza-6,9-methanonaphtho[1,8-ab]heptalen-14-carboxylate